C(C)(C)(C)OC(NCC1=NC=C(C=C1)C1=C(C=CC=C1F)C#N)=O ((5-(2-cyano-6-fluorophenyl)pyridin-2-yl)methyl)carbamic acid tert-butyl ester